tert-butyl 4-((5-chloro-3-isopropyl-3H-imidazo[4,5-b]pyridin-7-yl)amino)piperidine-1-carboxylate ClC1=CC(=C2C(=N1)N(C=N2)C(C)C)NC2CCN(CC2)C(=O)OC(C)(C)C